ClC1=CC=C(C=C1)C(CCNC(=O)C=1C(=NC=C(C1)C=1C=CC=2N(N1)C=C(N2)NC(C)=O)OC)O N-[3-(4-chlorophenyl)-3-hydroxypropyl]-5-{2-acetamidoimidazo[1,2-b]pyridazin-6-yl}-2-methoxypyridine-3-carboxamide